BrC1=CN2C(=NC(=CC2=O)Cl)S1 2-bromo-7-chloro-5H-thiazolo[3,2-a]pyrimidin-5-one